3-(4-((1H-indazol-5-yl)amino)-5-fluoropyrimidin-2-yl)-3,6-diazabicyclo[3.2.1]octane-7-carboxylic acid ethyl ester C(C)OC(=O)C1NC2CN(CC1C2)C2=NC=C(C(=N2)NC=2C=C1C=NNC1=CC2)F